C1(=CC=CC=C1)C(C1=CC=CC=C1)=N[C@@H](CC1=CC(=CC=C1)OC(F)(F)F)C(=O)[O-] (diphenylmethylidene)-3-(trifluoromethoxy)phenylalaninate